[C@]1([C@H](O)[C@H](O)[C@@H](CO)O1)(N1C=CC=2C(N)=NC=NC12)[2H] 7-deaza-d-adenosine